2-[[(4-Bromophenyl)methyl]thio]benzoxazole BrC1=CC=C(C=C1)CSC=1OC2=C(N1)C=CC=C2